BrC1=C(C(=CC=C1)Cl)NC(=O)C=1C(=NC(=NC1)NC=1C=NN(C1)[C@@H](CN(C)C)C)OCC (R)-N-(2-bromo-6-chlorophenyl)-2-((1-(1-(dimethylamino)propan-2-yl)-1H-pyrazol-4-yl)amino)-4-ethoxypyrimidine-5-carboxamide